3-(2-fluoro-3-((2-(2-fluoro-5-((6-fluoro-4-(2-(methylsulfonyl)ethyl)-1H-indol-5-yl)oxy)phenyl)-1H-imidazol-5-yl)methyl)phenyl)propanoic acid FC1=C(C=CC=C1CC1=CN=C(N1)C1=C(C=CC(=C1)OC=1C(=C2C=CNC2=CC1F)CCS(=O)(=O)C)F)CCC(=O)O